[(1R)-1-(5-fluoro-2-pyridyl)ethoxy]-6-[1-(1-methylimino-1-oxo-thian-4-yl)pyrazol-4-yl]pyrazolo[1,5-a]pyridine-3-carbonitrile FC=1C=CC(=NC1)[C@@H](C)OC1=NN2C(C=CC(=C2)C=2C=NN(C2)C2CCS(CC2)(=O)=NC)=C1C#N